OC(CCCC1=CC=C(C=C1)CCCC(CC)O)CC 1,4-bis(δ-hydroxyhexyl)benzene